C(N)=NO formamide oxime